C(C)(C)(C)OC(NC1CC(CCC1)C1=C2C(=C(NC2=C(C(=C1F)F)C(N)=O)C)F)=O (3-(7-carbamoyl-3,5,6-trifluoro-2-methyl-1H-indol-4-yl)cyclohexyl)carbamic acid tert-butyl ester